(R)-3-chloro-5-(1-((4-fluoro-2-(trifluoromethyl)phenyl)amino)ethyl)-2,7-dimethylisoquinolin-1(2H)-one ClC=1N(C(C2=CC(=CC(=C2C1)[C@@H](C)NC1=C(C=C(C=C1)F)C(F)(F)F)C)=O)C